C(C)(C)(C)OC(=O)N1CCN(CC1)CCN1N=CC(=C1)NC1=C(C(=NS1)OC1=C(C=C(C=C1F)Br)F)C(N)=O 4-(2-(4-((3-((4-bromo-2,6-difluorophenyl)oxy)-4-carbamoylisothiazol-5-yl)amino)-1H-pyrazol-1-yl)ethyl)piperazine-1-carboxylic acid tert-butyl ester